6-Isopropyl-pyran-2,4-dion C(C)(C)C1=CC(CC(O1)=O)=O